C1(CC1)CNCC(=O)NC=1C=C(C(=NC1)C)NC(=O)C=1C=NN2C1SC(=C2)C=2C=NN1C2OCCC1 N-(5-(2-((cyclopropylmethyl)amino)acetamido)-2-methylpyridin-3-yl)-2-(6,7-dihydro-5H-pyrazolo[5,1-b][1,3]oxazin-3-yl)pyrazolo[5,1-b]thiazole-7-carboxamide